C(C)OC1=CC=C(C=C1)C=CC1=NC(=NC(=N1)C(Cl)(Cl)Cl)C(Cl)(Cl)Cl 2-[2-(4-ethoxyphenyl)ethenyl]-4,6-bis(trichloromethyl)-s-triazine